2-isopropyl-5-methoxy-indole C(C)(C)C=1NC2=CC=C(C=C2C1)OC